C(CCC)O[Al] butoxyaluminum